N=1N=CN2C=NC(=CC21)OC2=C(C=C(C=C2)NC2=NC=NC1=CC=C(C=C21)C=2N=NC(=CC2)N)C N-(4-([1,2,4]triazolo[4,3-c]pyrimidin-7-yloxy)-3-methylphenyl)-6-(6-aminopyridazin-3-yl)quinazolin-4-amine